N[C@@H]1C2=CC=CC=C2CC12CCN(CC2)C=2NC(C1=C(N2)NN=C1C(=C)C1=CC(NC=C1)=O)=O (S)-6-(1-amino-1,3-dihydro-spiro[inden-2,4'-piperidin]-1'-yl)-3-(1-(2-oxo-1,2-dihydropyridin-4-yl)vinyl)-1,5-dihydro-4H-pyrazolo[3,4-d]pyrimidin-4-one